ClC1=C(C(=O)N)C=CC(=C1C1=CC(=C(C=C1)Cl)C1=NC=CC=C1)C(=O)NCC1CCNCC1 2-chloro-M-(4-chloro-3-(pyridin-2-yl)phenyl)-N4-(piperidin-4-ylmethyl)terephthalamide